C1N(CCC2=CC=CC=C12)C[C@H](CN1CCOC2=C(C1=O)C=CC(=C2)OC2CC1CCC(C2)N1CC)O 4-[(2R)-3-(3,4-dihydro-1H-isoquinolin-2-yl)-2-hydroxy-propyl]-8-[(8-ethyl-8-azabicyclo[3.2.1]oct-3-yl)oxy]-2,3-dihydro-1,4-benzoxazepin-5-one